C(C1=CC=CC=C1)OC(=O)N(CC(C)C)C 1-(((benzyloxy)carbonyl)(methyl)amino)-2-methylpropan